2,6-Dimethylnona-2,6,8-trien-1-ol CC(CO)=CCCC(=CC=C)C